NC=1C2=C(N=CN1)N(C(=C2C2=NC(=C(C=C2)Cl)C)C#CC2CN(C2)[C@@H]2[C@@H](CN(CC2)C(C=C)=O)F)C(C)C 1-((3R,4S)-4-(3-((4-amino-5-(5-chloro-6-methylpyridin-2-yl)-7-isopropyl-7H-pyrrolo[2,3-d]pyrimidin-6-yl)ethynyl)azetidin-1-yl)-3-fluoropiperidin-1-yl)prop-2-en-1-one